COC=1C2=C(N=C(N1)NC1CC(C1)(C(=O)N(C)C)C)NC=C2C=2C=C1N=CC=NC1=CC2 (1r,3r)-3-((4-methoxy-5-(quinoxalin-6-yl)-7H-pyrrolo[2,3-d]pyrimidin-2-yl)amino)-N,N,1-trimethylcyclobutane-1-carboxamide